ClC1=C(C(=CC(=C1)F)Cl)C(C)N1C[C@@H](N(C[C@H]1C)C=1C=2C(N(C(C1)=O)C)=CN(N2)CC#N)C 2-(7-((2S,5R)-4-(1-(2,6-dichloro-4-fluorophenyl)ethyl)-2,5-dimethylpiperazin-1-yl)-4-methyl-5-oxo-4,5-dihydro-2H-pyrazolo[4,3-b]pyridin-2-yl)acetonitrile